CNC=N N-methyl-formamidine